ClC=1C=C2CC(N(C2=CC1F)C(=O)[O-])C1=CC=CC=C1 5-chloro-6-fluoro-2-phenylindoline-1-carboxylate